(3-(4-amino-2-(4,4,5,5-tetramethyl-1,3,2-dioxaborolan-2-yl)phenoxy)phenyl)carbamate NC1=CC(=C(OC=2C=C(C=CC2)NC([O-])=O)C=C1)B1OC(C(O1)(C)C)(C)C